ClC1=CC=C(C(=N1)C(=O)OC1[C@@H]([C@H]([C@@H]([C@H](O1)C(=O)O)O)O)O)N[C@H](C)C1=C2N=C(C(=NC2=CC(=C1)C)C#N)N1CCOCC1 (2S,3S,4S,5R)-6-((6-chloro-3-(((R)-1-(2-cyano-7-methyl-3-morpholinoquinoxalin-5-yl)ethyl)amino)picolinoyl)oxy)-3,4,5-trihydroxytetrahydro-2H-pyran-2-carboxylic acid